C(N)(=O)C1=C(C(=C(C(=C1F)F)SCCCNC(OC(C)(C)C)=O)F)F tert-butyl (3-((4-carbamoyl-2,3,5,6-tetrafluorophenyl)thio)propyl)carbamate